(R)-N-(6-(3-((3-Hydroxy-1-methyl-2-oxopyrrolidin-3-yl)ethynyl)phenyl)-2-methylpyrido[3,2-d]pyrimidin-4-yl)acetamide O[C@@]1(C(N(CC1)C)=O)C#CC=1C=C(C=CC1)C=1C=CC=2N=C(N=C(C2N1)NC(C)=O)C